ClC=1C=C(C=C(C1OC1=NNC(C(=C1)C(C)C)=O)Cl)OC(C=CC=O)=O (3,5-dichloro-4-((5-isopropyl-6-oxo-1,6-dihydropyridazin-3-yl) oxy) phenyl)-4-oxobut-2-enoate